(R)-dibenzyl 2-(dimethylcarbamoyl)piperazine-1,4-dicarboxylate CN(C(=O)[C@@H]1N(CCN(C1)C(=O)OCC1=CC=CC=C1)C(=O)OCC1=CC=CC=C1)C